ClC1=C(C=CC=C1)[C@@H](C(=O)NC1CC(C1)(F)F)N(C(=O)[C@H]1NC(CC1)=O)C=1C=NC=C(C1)F (S)-N-((S)-1-(2-chlorophenyl)-2-((3,3-difluorocyclobutyl)amino)-2-oxoethyl)-N-(5-fluoropyridin-3-yl)-5-oxopyrrolidine-2-carboxamide